C(C)(C)(C)C1=NC(=NO1)C(=O)NCC1=C(C=C(C(=C1)F)C1=CC(=NC=C1F)NC(=O)C1CC1)C 5-(tert-butyl)-N-(4-(2-(cyclopropanecarboxamido)-5-fluoropyridin-4-yl)-5-fluoro-2-methylbenzyl)-1,2,4-oxadiazole-3-carboxamide